Pyrrolo[2,3-b]pyridine-4-boronic Acid N1C=CC2=C1N=CC=C2B(O)O